4-(trifluoromethyl)anthranilic acid FC(C=1C=C(C(C(=O)O)=CC1)N)(F)F